4,5,6,7-tetrahydro-benzothiazole-2,6-diamine S1C(=NC2=C1CC(CC2)N)N